3,3-diphenylpropanenitrile C1(=CC=CC=C1)C(CC#N)C1=CC=CC=C1